1,3-dibromomethylnaphthalene BrCC1=CC(=CC2=CC=CC=C12)CBr